OC(C1=CC(=C(N=N1)C1=C(C=C(C=C1)C(F)(F)F)O)C)C1CN(C1)C 2-(6-(Hydroxy(1-methylazetidin-3-yl)methyl)-4-methylpyridazin-3-yl)-5-(trifluoromethyl)phenol